N[C@@H]1CN(C[C@@H](C1)F)C1=CC(=NC=C1C=1C=NN(C1)C(C)C)NC1=NC(=NC=C1)C1=C(C=C(C=C1OC)F)F N-(4-((3S,5R)-3-amino-5-fluoropiperidin-1-yl)-5-(1-isopropyl-1H-pyrazol-4-yl)pyridin-2-yl)-2-(2,4-difluoro-6-methoxyphenyl)pyrimidin-4-amine